O1COCC2=C1C=CC(=C2)C(N2[C@@H]1CN([C@H](C2)C1)C(=O)O)C1=CC2=C(OCOC2)C=C1.O1COCC2=C1C=CC(=C2)C(N2[C@@H]1CN[C@H](C2)C1)C1=CC2=C(OCOC2)C=C1 (1S,4S)-2-(bis(4H-benzo[d][1,3]dioxin-6-yl)methyl)-2,5-diazabicyclo[2.2.1]heptane (1S,4S)-5-(bis(4H-benzo[d][1,3]dioxin-6-yl)methyl)-2,5-diazabicyclo[2.2.1]heptane-2-carboxylate